C(C)(=O)N1CCC(CC1)C(=O)NC=1C=C2CCN(C(C2=CC1)=O)CC(CN1CC2=CC=CC=C2CC1)O 1-acetyl-N-(2-(3-(3,4-dihydroisoquinolin-2(1H)-yl)-2-hydroxypropyl)-1-oxo-1,2,3,4-tetrahydroisoquinolin-6-yl)piperidine-4-carboxamide